C(#N)C=1C=CC(=C(C1)N1C(N([C@@H](C1)C#N)C1=CN=CC2=CC=CC=C12)=O)OC (S)-1-(5-cyano-2-methoxyphenyl)-3-(isoquinolin-4-yl)-2-oxoimidazolidine-4-carbonitrile